5-(2,4-difluorophenyl)thiazole FC1=C(C=CC(=C1)F)C1=CN=CS1